2-methyl-4,6-dichlorophenol CC1=C(C(=CC(=C1)Cl)Cl)O